Cl.CN=C=NCCCN(C)C Methyl-N'-(3-dimethylaminopropyl)-carbodiimide hydrochloride